C(CCCCCCC\C=C/CCCCCCCC)(=O)OCC(O)CO monoglycerol monooleate